N-(8,9-Difluoro-6-oxo-1,4,5,6-tetrahydro-2H-pyrano[3,4-c]isoquinolin-1-yl)-4-(difluoromethyl)-N-methylbenzamide FC=1C(=CC=2C3=C(NC(C2C1)=O)COCC3N(C(C3=CC=C(C=C3)C(F)F)=O)C)F